CC(=O)CCCCCCCCC methyl-n-nonylmethanone